N-(3-methyloxetan-3-yl)-8-(6-oxohexahydropyrrolo[1,2-a]pyrazin-2(1H)-yl)-3-(5-(trifluoromethyl)-1,3,4-thiadiazol-2-yl)imidazo[1,5-a]pyridine-6-sulfonamide CC1(COC1)NS(=O)(=O)C=1C=C(C=2N(C1)C(=NC2)C=2SC(=NN2)C(F)(F)F)N2CC1N(CC2)C(CC1)=O